5-chloro-N-(4-(4-(2-(dimethylamino)ethoxy)-3-methyl-1H-pyrazolo[3,4-d]pyrimidin-6-yl)phenyl)-2-fluorobenzenesulfonamide ClC=1C=CC(=C(C1)S(=O)(=O)NC1=CC=C(C=C1)C1=NC(=C2C(=N1)NN=C2C)OCCN(C)C)F